C(#N)[C@H](C[C@H]1C(NCC1)=O)NC(=O)[C@@H]1C[Si](CN1C(=O)C=1NC2=CC(=CC(=C2C1)F)F)(C)C (R)-N-((S)-1-cyano-2-((S)-2-oxopyrrolidin-3-yl)ethyl)-1-(4,6-difluoro-1H-indole-2-carbonyl)-3,3-dimethyl-1,3-azasilolidine-5-carboxamide